C(OCC1CCN(CC1)C=1C=C2C(N(C(C2=CC1)=O)C1C(NC(CC1)=O)=O)=O)(OC1=CC=C(C=C1)[N+](=O)[O-])=O {1-[2-(2,6-dioxopiperidin-3-yl)-1,3-dioxoisoindol-5-yl]piperidin-4-yl}methyl (4-nitrophenyl) carbonate